1-(2-cyclopropyl-2-oxo-ethyl)-6-[3-(trifluoromethyl)phenyl]-3H-imidazo[4,5-b]pyridin-2-one C1(CC1)C(CN1C(NC2=NC=C(C=C21)C2=CC(=CC=C2)C(F)(F)F)=O)=O